1,1,1,3,3,3-hexa(dimethylamino)-2-methyldisilazane CN([Si](N([Si](N(C)C)(N(C)C)N(C)C)C)(N(C)C)N(C)C)C